ClC=1N=NC(=C2C1C=NC=C2)NC2CC(CCC2)O 3-[(4-chloropyrido[3,4-d]pyridazin-1-yl)amino]cyclohexanol